2-(1-naphthyl)ethanesulfonyl chloride C1(=CC=CC2=CC=CC=C12)CCS(=O)(=O)Cl